6-(1,4-oxazinan-4-yl)-1,2-diazine-3-carbohydrazide O1CCN(CC1)C1=CC=C(N=N1)C(=O)NN